C1(=CC=CC=C1)C(=CC=C(C1=CC=CC=C1)C1=CC=CC=C1)C1=CC=CC=C1 tetraphenyl-1,3-butadiene